C(C)(C)(C)OC(C1=C(C(=CC=C1N)OC1=C(C(=CC(=C1)F)N)F)C)=O 6-amino-3-(3-amino-2,5-difluorophenoxy)-2-methylbenzoic acid tert-butyl ester